ClC1=C(C(=CC=C1)O)C1=C(C2=C(CN3[C@@H](CO2)CN(CC3)C(C=C)=O)C=C1OC1CC1)F 1-[(12aR)-9-(2-chloro-6-hydroxyphenyl)-8-(cyclopropyloxy)-10-fluoro-3,4,12,12a-tetrahydro-6H-pyrazino[2,1-c][1,4]benzooxazepin-2(1H)-yl]prop-2-en-1-one